Amino-Oxazole NC=1OC=CN1